CC1=CC=C(N=N1)NC1=CC2=C(N(C=N2)C2=CC=C(C(=N2)N2CC[C@@H]3NCC[C@H]32)C(C)O)C=C1 |r| 1-[6-[5-[(6-methylpyridazin-3-yl)amino]benzimidazol-1-yl]-2-[rac-(3aR,6aS)-2,3,3a,5,6,6a-hexahydro-1H-pyrrolo[3,2-b]pyrrol-4-yl]-3-pyridyl]ethanol